2-(4-(4-(2-(3,4-dimethoxyphenyl)-3-isopropyl-1H-indol-5-yl)phenyl)-1,4-diazepan-1-yl)ethan-1-ol COC=1C=C(C=CC1OC)C=1NC2=CC=C(C=C2C1C(C)C)C1=CC=C(C=C1)N1CCN(CCC1)CCO